C(#N)C(NC(=O)[C@@H]1[C@@H]2[C@H](CN1C([C@H](C(C)(C)C)NC(C(C)(F)F)=O)=O)CCC2)C2=NN=CC1=CC=CC=C21 (3S,3aS,6aR)-N-[cyano(phthalazin-1-yl)methyl]-2-[(2S)-2-(2,2-difluoropropanoylamino)-3,3-dimethyl-butanoyl]-3,3a,4,5,6,6a-hexahydro-1H-cyclopenta[c]pyrrole-3-carboxamide